tert-butyl 4-(5-((6-(5-(4-fluorophenyl)-1-isopropyl-4-oxo-1,4-dihydropyridazine-3-carboxamido) pyridin-3-yl) oxy)-1-methyl-1H-indazol-6-yl)-1H-pyrazole-1-carboxylate FC1=CC=C(C=C1)C=1C(C(=NN(C1)C(C)C)C(=O)NC1=CC=C(C=N1)OC=1C=C2C=NN(C2=CC1C=1C=NN(C1)C(=O)OC(C)(C)C)C)=O